1-(1-cyanopyrrolidin-3-yl)-1-methyl-3-(3-phenoxyphenyl)urea C(#N)N1CC(CC1)N(C(=O)NC1=CC(=CC=C1)OC1=CC=CC=C1)C